OC[C@@H](C(=O)N[C@@H](CCO[C@@H]1C[C@H](C1)CCC1=NC=2NCCCC2C=C1)C(=O)O)C1=CC=CC=C1 N-((S)-3-hydroxy-2-phenylpropionyl)-O-(trans-3-(2-(5,6,7,8-tetrahydro-1,8-naphthyridin-2-yl)ethyl)cyclobutyl)homoserine